C1(CC1)N(C(=O)C=1C(=NN(C1F)C)C(F)F)CC1=C(C=C(C(=C1)C)C)CC N-cyclopropyl-3-(difluoromethyl)-N-(2-ethyl-4,5-dimethyl-benzyl)-5-fluoro-1-methyl-1H-pyrazole-4-carboxamide